tert-butyl 4-{3-cyano-9-ethyl-5,6,6-trimethyl-11-oxo-5H,6H,11H-benzo[b]carbazol-8-yl}piperazine-1-carboxylate C(#N)C1=CC=C2C=3C(C4=C(C(C3N(C2=C1)C)(C)C)C=C(C(=C4)CC)N4CCN(CC4)C(=O)OC(C)(C)C)=O